FC(C[C@@H]1CC(N(C1)C(C(=O)N)CC)=O)(C)F 2-[(4S)-4-(2,2-difluoropropyl)-2-oxopyrrolidinyl]butanamide